FC1(CCC(CC1)C1(C(NC2=C(C=CC=C12)C(F)(F)F)=O)C1=CC=C(C=C1)O)F 3-(4,4-difluorocyclohexyl)-3-(4-hydroxyphenyl)-7-(trifluoromethyl)indolin-2-one